2-[(difluoromethoxy)methyl]-8,8-diethyl-6H-spiro[1,6-naphthyridine-5,3'-oxetan]-7(8H)-one FC(OCC1=NC=2C(C(NC3(COC3)C2C=C1)=O)(CC)CC)F